CNC(CC=1C=CC=2N(C1)N=CC2)=O N-methylpyrazolo[1,5-a]pyridin-6-ylacetamide